BrC1=CC(=C(CN2C(N(CCC2)C2=CC(=C(C=C2)OC)OCCCCC)=O)C=C1)OC (4-bromo-2-methoxybenzyl)-3-(4-methoxy-3-(pentyloxy)phenyl)tetrahydropyrimidin-2(1H)-one